C(C)(C)(C)OC(=O)N1C(CNCC1)C1CCN(CC1)C1=CC(=C(C=C1)N)OC (1-(4-amino-3-methoxyphenyl)piperidin-4-yl)piperazine-1-carboxylic acid tert-butyl ester